Ethyl (S)-3-((tert-butoxycarbonyl)amino)-3-(3-chloro-5-cyclopropylphenyl)propanoate C(C)(C)(C)OC(=O)N[C@@H](CC(=O)OCC)C1=CC(=CC(=C1)C1CC1)Cl